C1(CCCC1)COC=1C=C(C=CC1NS(=O)(=O)CC)C1=NNC(=C1C(=O)N)NC1=NC(=CC=C1)C(F)(F)F 3-(3-(cyclopentylmethoxy)-4-(ethylsulfonamido)phenyl)-5-((6-(trifluoromethyl)pyridin-2-yl)amino)-1H-pyrazole-4-carboxamide